2-((2-(4-bromophenyl)propan-2-yl)oxy)ethan-1-amine BrC1=CC=C(C=C1)C(C)(C)OCCN